NC1=NC(=CC(=N1)C=1C(=C(C#N)C=CC1)C)C1=CC(N(C=C1)CCC1=CC(=CC=C1)C)=O 3-(2-amino-6-(1-(3-methylphenylethyl)-2-oxo-1,2-dihydropyridin-4-yl)pyrimidin-4-yl)-2-methylbenzonitrile